COC1=CC=C(C=C1)N1C(C2=CC=CC=C2C=C1)=O p-methoxyphenylisoquinolin-1(2H)-one